methyl 6-((1-(tert-butoxycarbonyl)piperidin-4-yl)oxy)-7-methoxyquinazoline-4-carboxylate C(C)(C)(C)OC(=O)N1CCC(CC1)OC=1C=C2C(=NC=NC2=CC1OC)C(=O)OC